C(C)(C)(C)C=1C(C(=CC(C1)=CC1=CC2=CC=CC=C2C=C1)C(C)(C)C)=O 2,6-di-tert-butyl-4-(naphthalen-2-ylmethylene)cyclohexane-2,5-dien-1-one